3-(trihydroxysilyl)-1-propanesulfonic acid O[Si](CCCS(=O)(=O)O)(O)O